FC1=C(SC=C1)C(=O)CC(CCCC)CC 3-fluoro-2-((2-ethylhexyl)carbonyl)thiophene